ClC1=CC=C(C=C1)[C@H](C(=O)N1CCN(CC1)C=1C2=C(N=CN1)[C@@H](C[C@H]2C)O)CCNC(C)C (R)-2-(4-chlorophenyl)-1-(4-((5R,7R)-7-hydroxy-5-methyl-6,7-dihydro-5H-cyclopenta[d]pyrimidin-4-yl)piperazin-1-yl)-4-(isopropylamino)butan-1-one